6-(2-fluoro-4-(1-methyl-1H-pyrazol-4-yl)benzyl)-N-((1S,2S)-2-hydroxycyclohexyl)-5-oxo-5,6-dihydro-1,6-naphthyridine-8-carboxamide FC1=C(CN2C(C=3C=CC=NC3C(=C2)C(=O)N[C@@H]2[C@H](CCCC2)O)=O)C=CC(=C1)C=1C=NN(C1)C